3-(5-(1-((5-methoxypyridin-2-yl)methyl)piperidin-4-yl)-1-oxoisoindolin-2-yl)piperidine-2,6-dione COC=1C=CC(=NC1)CN1CCC(CC1)C=1C=C2CN(C(C2=CC1)=O)C1C(NC(CC1)=O)=O